C(C)(C)[C@H]1N=C([C@@H](N=C1OC)CC1=CC=C(C=2N1C=CN2)C=2C(N(C(=CC2OC)C)C)=O)OC 3-(5-(((2S,5R)-5-isopropyl-3,6-dimethoxy-2,5-dihydropyrazin-2-yl)methyl)imidazo[1,2-a]pyridin-8-yl)-4-methoxy-1,6-dimethylpyridin-2(1H)-one